Cl.FC(C=1C=C(OCCN(C2(CCOCC2)C(=O)NC2(CC2)C2=CC=C(C(=O)O)C=C2)C)C=CC1)(F)F 4-[1-[[4-[2-(3-Trifluoromethylphenoxy)ethyl-methyl-amino]tetrahydropyran-4-carbonyl]amino]cyclopropyl]benzoic acid, hydrochloride